FC(COC=1C(=NC=C(C1)F)OC=1C=CC=2N(C1)C(=C(N2)C(=O)NC21CC(C2)(C1)F)C)F 6-[[3-(2,2-difluoroethoxy)-5-fluoro-2-pyridyl]oxy]-N-(3-fluoro-1-bicyclo[1.1.1]pentanyl)-3-methyl-imidazo[1,2-a]pyridine-2-carboxamide